3-bromo-4-chloro-5-iodo-2,6-dimethyl-1,1'-biphenyl BrC=1C(=C(C(=C(C1Cl)I)C)C1=CC=CC=C1)C